ethyl 3-(3,3-dimethylcyclobutyl)-3-oxo-propionate CC1(CC(C1)C(CC(=O)OCC)=O)C